CC1=NN2C(N(C([C@H](CC2)NC(=O)C2=NN3C(=N2)C2(CCCC2)OCC3)=O)C)=C1 N-[(6S)-2,4-dimethyl-5-oxo-7,8-dihydro-6H-pyrazolo[1,5-a][1,3]diazepin-6-yl]spiro[5,6-dihydro-[1,2,4]triazolo[5,1-c][1,4]oxazine-8,1'-cyclopentane]-2-carboxamide